Cl.Cl.FC=1C=C(C=CC1)[C@H](CNC(CN1CCN(CC1)C(C)=O)(C)C)O (R)-1-(4-(2-((2-(3-Fluorophenyl)-2-hydroxyethyl)amino)-2-methyl-propyl)piperazin-1-yl)ethan-1-one dihydrochloride